BrC1=C2C(N(C=NC2=CC=C1OC1=C(C(=CC=C1F)F)C#N)[C@H]1COC2(C1)CCN(CC2)C(=O)OC(C)(C)C)=O tert-butyl (R)-3-(5-bromo-6-(2-cyano-3,6-difluorophenoxy)-4-oxoquinazolin-3(4H)-yl)-1-oxa-8-azaspiro[4.5]decane-8-carboxylate